(R)-3-(8-((1r,4R)-4-(4-(3-(3-amino-6-(2-hydroxyphenyl)pyridazin-4-yl)-1H-pyrazol-1-yl)piperidin-1-yl)cyclohexyl)-2,3-dihydro-4H-benzo[b][1,4]oxazin-4-yl)piperidine-2,6-dione NC=1N=NC(=CC1C1=NN(C=C1)C1CCN(CC1)C1CCC(CC1)C1=CC=CC2=C1OCCN2[C@H]2C(NC(CC2)=O)=O)C2=C(C=CC=C2)O